4'-[1,3-phenylenebis(1-methylethylene)]bis[phenol] C1(=CC(=CC=C1)C(CC1=C(C=CC=C1)O)C)C(CC1=C(C=CC=C1)O)C